tert-butyl 2-((1-(2-methoxy-2-oxoethyl)-1H-pyrazol-4-yl)carbamoyl)-2,3-dihydro-4H-benzo[b][1,4]oxazine-4-carboxylate COC(CN1N=CC(=C1)NC(=O)C1CN(C2=C(O1)C=CC=C2)C(=O)OC(C)(C)C)=O